FC(OCCN(C)CCC1=CNC2=CC=C(C=C12)OC)F 2-(difluoromethoxy)-N-(2-(5-methoxy-1H-indol-3-yl)ethyl)-N-methylethan-1-amine